CN1N=CC(=C1C1=CC=C(N=N1)NCC1CCC2CN(CC21)CC2COCCC2)C 6-(2,4-dimethylpyrazol-3-yl)-N-[[2-(tetrahydropyran-3-ylmethyl)-3,3a,4,5,6,6a-hexahydro-1H-cyclopenta[c]pyrrol-4-yl]methyl]pyridazin-3-amine